4-hydroxy-6-(1H-imidazol-1-yl)-N-((1r,4r)-4-methoxycyclohexyl)pyridinecarboxamide OC1=CC(=NC(=C1)N1C=NC=C1)C(=O)NC1CCC(CC1)OC